FC(C(=O)O)(F)F.FC1=C(N(N=C1)C)C1=CC=C(C=C1)[C@H](C)N (1S)-1-[4-(4-fluoro-2-methyl-pyrazol-3-yl)phenyl]ethanamine trifluoroacetate